5-(4,6-bis(2-methoxystyryl)pyrimidin-2-oxy)pentylguanidinium trifluoroacetate FC(C(=O)[O-])(F)F.COC1=C(C=CC2=NC(=NC(=C2)C=CC2=C(C=CC=C2)OC)OCCCCCNC(=[NH2+])N)C=CC=C1